β-D-glucopyranosyl(1→4)D-glucopyranose [C@@H]1([C@H](O)[C@@H](O)[C@H](O)[C@H](O1)CO)O[C@H]1[C@@H]([C@H](C(O)O[C@@H]1CO)O)O